Cl.C(C(CC)([2H])[2H])(=O)C1(CCN(CC1)[2H])[2H] 4-(butyryl-2,2-d2)piperidin-1,4-d2 hydrochloride